(-)-(R)-3-methylcyclopentadecanone C[C@H]1CC(CCCCCCCCCCCC1)=O